O1C(=NC2=C1C=CC=C2)C2=C(C(N(C(=N2)C2=NC1=C(N2C2CCC2)C=C(C=C1)C=1N=NNN1)C)=O)OCC 6-(1,3-benzoxazol-2-yl)-2-[1-cyclobutyl-6-(2H-1,2,3,4-tetrazol-5-yl)-1H-1,3-benzodiazol-2-yl]-5-ethoxy-3-methyl-3,4-dihydropyrimidin-4-one